dodecyldimethylmethacrylamidopropylammonium C(CCCCCCCCCCC)[N+](CCCNC(C(=C)C)=O)(C)C